(S)-4-((2-ethoxyethyl)(4-(5,6,7,8-tetrahydro-1,8-naphthyridin-2-yl)butyl)amino)-2-(1-(2,2,2-trifluoroethyl)-1H-pyrazole-5-carboxamido)butanoic acid C(C)OCCN(CC[C@@H](C(=O)O)NC(=O)C1=CC=NN1CC(F)(F)F)CCCCC1=NC=2NCCCC2C=C1